COCCCOC1=CC=C(C=C1)C1=CC=C(C=C1)C(C(=O)O)(C)C 2-(4'-(3-methoxypropoxy)-[1,1'-biphenyl]-4-yl)-2-methylpropionic acid